trimethyl-2-[(1-tertbutoxycarbonyl-4-piperidyl)methyl]propane CC(C(C)CC1CCN(CC1)C(=O)OC(C)(C)C)(C)C